3-(4-Fluorophenyl)-5-(phenylsulfonamido)-1H-pyrrol FC1=CC=C(C=C1)C1=CNC(=C1)NS(=O)(=O)C1=CC=CC=C1